N-(6-methoxypyridin-2-yl)benzenesulfonamide COC1=CC=CC(=N1)NS(=O)(=O)C1=CC=CC=C1